(2S,3S,4R,5R)-5-(6-(benzylamino)-2-(5-chloropyridin-3-yl)-9H-purin-9-yl)-3,4-dihydroxyl-N-methyltetrahydro-thiophen-2-formamide C(C1=CC=CC=C1)NC1=C2N=CN(C2=NC(=N1)C=1C=NC=C(C1)Cl)[C@H]1[C@@H]([C@@H]([C@H](S1)C(=O)NC)O)O